8-carbonyl-2,2,14,14-tetramethylpentadecanedioic acid C(=O)=C(CCCCCC(C(=O)O)(C)C)CCCCCC(C(=O)O)(C)C